(S)-6-((4-((2-hydroxy-1-phenylethyl)amino)-5-(5-methyl-1,3,4-oxadiazol-2-yl)pyrimidin-2-yl)amino)-3,4-dihydroisoquinolin-1(2H)-one OC[C@H](C1=CC=CC=C1)NC1=NC(=NC=C1C=1OC(=NN1)C)NC=1C=C2CCNC(C2=CC1)=O